tertiary butylaminoethoxyethanol C(C)(C)(C)NCCOC(C)O